tert-butyl 4-fluoro-2-((4-methyl-3-((1-(naphthalen-1-yl)cyclopropyl)carbamoyl)phenoxy)methyl)pyrrolidine-1-carboxylate FC1CC(N(C1)C(=O)OC(C)(C)C)COC1=CC(=C(C=C1)C)C(NC1(CC1)C1=CC=CC2=CC=CC=C12)=O